5-(2-(methoxycarbonyl)-phenyl)thiophene-2-carboxylic acid methyl ester COC(=O)C=1SC(=CC1)C1=C(C=CC=C1)C(=O)OC